benzyl 3-amino-3-(4-chlorophenyl)pyrrolidine-1-carboxylate tosylate S(=O)(=O)(O)C1=CC=C(C)C=C1.NC1(CN(CC1)C(=O)OCC1=CC=CC=C1)C1=CC=C(C=C1)Cl